FC(C1=C(C=C2CCCN(C2=C1)C1=NN(C2=C1CN(CC2)C(C)=O)C2CCN(CC2)C(=O)C2CCNCC2)C=2C=NN(C2)C)F 1-[3-[7-(difluoromethyl)-6-(1-methylpyrazol-4-yl)-3,4-dihydro-2H-quinolin-1-yl]-1-[1-(piperidine-4-carbonyl)-4-piperidyl]-6,7-dihydro-4H-pyrazolo[4,3-c]pyridin-5-yl]ethanone